tert-butyl 1-(4-formylphenyl)-1-oxo-5,8,11-trioxa-2-azatridecan-13-oate C(=O)C1=CC=C(C=C1)C(NCCOCCOCCOCC(=O)OC(C)(C)C)=O